CC1=CNC2=NC=C(C=C21)C2=CC(=C1CN(CC1=C2)C(=O)NC=2SC=CN2)[C@H]2NCCC2 (S)-6-(3-methyl-1H-pyrrolo[2,3-b]pyridin-5-yl)-4-(pyrrolidine-2-yl)-N-(thiazol-2-yl)isoindoline-2-carboxamide